1-cyclobutylpyrazol C1(CCC1)N1N=CC=C1